N-((1R,2S)-2-aminocyclohexyl)-4-(7H-pyrrolo[2,3-d]pyrimidin-4-yl)-3,4-dihydro-2H-1,4-thiazine-6-carboxamide hydrochloride Cl.N[C@@H]1[C@@H](CCCC1)NC(=O)C1=CN(CCS1)C=1C2=C(N=CN1)NC=C2